tert-butyl-(((3ar,4r,6ar)-5-iodo-2,2-dimethyl-6-((trityloxy)methyl)-4,6a-dihydro-3aH-cyclopenta[d][1,3]dioxol-4-yl)oxy)diphenylsilane C(C)(C)(C)[Si](C1=CC=CC=C1)(C1=CC=CC=C1)O[C@H]1C(=C([C@H]2OC(O[C@H]21)(C)C)COC(C2=CC=CC=C2)(C2=CC=CC=C2)C2=CC=CC=C2)I